(2S)-2-amino-3,3-dicyclopropyl-N-[5-(3,5-dimethyl-1H-pyrazol-4-yl)pyrimidin-2-yl]propenamide hydrochloride Hydrogen chloride Cl.Cl.NC(C(=O)NC1=NC=C(C=N1)C=1C(=NNC1C)C)=C(C1CC1)C1CC1